p-carboxymethyl-L-phenylalanine C(=O)(O)CC1=CC=C(C[C@H](N)C(=O)O)C=C1